C(#N)C1=CC=C(C=C1)B(O)O 4-cyanophenyl-boronic acid